3-glycidoxypropyldimethoxysilane C(C1CO1)OCCC[SiH](OC)OC